C(CC)OC(C(F)F)(F)F 1,1,2,2-tetrafluoroethyl n-propyl ether